N-(2,4-dimethoxybenzyl)-1-(N-(2,2-dimethyl-2,3-dihydrobenzofuran-6-yl)propiolamido)-4,4-difluorocyclohexane-1-carboxamide COC1=C(CNC(=O)C2(CCC(CC2)(F)F)N(C(C#C)=O)C2=CC3=C(CC(O3)(C)C)C=C2)C=CC(=C1)OC